NCC=1C=C(C=CC1)N1N=C(C=C1C(=O)NC1=C(C=CC(=C1)C(C1=CC=CC=C1)O)Cl)C(F)(F)F 1-(3-(aminomethyl)phenyl)-N-(2-chloro-5-(hydroxy(phenyl)methyl)phenyl)-3-(trifluoromethyl)-1H-pyrazole-5-carboxamide